BrC1=CC=CC2=C1O[C@H](CO2)CNC(C2=CC=C(C=C2)OCCN(C)C)=O N-((S)-8-Bromo-2,3-dihydro-benzo[1,4]dioxin-2-ylmethyl)-4-(2-dimethylamino-ethoxy)-benzamide